(4-chloro-2-methyl-2H-indazol-5-yl)boronic acid ClC=1C2=CN(N=C2C=CC1B(O)O)C